N1(C=NC=C1)C1CCC(CC1)OC1=C2C=C(C=NC2=CC(=N1)N1CCOCC1)C(=O)OCC ethyl 5-(((1s,4s)-4-(1H-imidazol-1-yl)cyclohexyl)oxy)-7-morpholino-1,6-naphthyridine-3-carboxylate